(+)-Ascorbic acid magnesium salt [Mg+2].O=C1C(O)=C([O-])[C@H](O1)[C@@H](O)CO.O=C1C(O)=C([O-])[C@H](O1)[C@@H](O)CO